Pentamethylcyclopentadienyl-(1-n-heptylindenyl)hafnium CC1=C(C(=C(C1([Hf]C=1C(C2=CC=CC=C2C1)CCCCCCC)C)C)C)C